CC1=C(C=CC=C1C1=NN=C(O1)C=1C=C(CNCCC(=O)O)C=CC1)C1=CC=CC=C1 3-((3-(5-(2-methyl-[1,1'-biphenyl]-3-yl)-1,3,4-oxadiazol-2-yl)benzyl)amino)propanoic acid